octan-8-carboxylate CCCCCCCCC(=O)[O-]